FCCCN1C[C@H](CC1)OC1=CC=C(C=C1)C1=C(CCCC2=C1C=CC(=C2)O)C=2C=CC1=C(NC(CO1)=O)C2 6-[5-[4-[(3S)-1-(3-fluoropropyl)pyrrolidin-3-yl]oxyphenyl]-2-hydroxy-8,9-dihydro-7H-benzo[7]annulen-6-yl]-4H-1,4-benzoxazin-3-one